3-methylimidazole bisulphate S(O)(O)(=O)=O.CN1C=NC=C1